OCC1=COC(=O)C2=CC=C(C=C12)OC 4-(hydroxymethyl)-6-methoxyisocoumarin